(S)-1-(3-((4-(morpholinomethyl)-6-((5-(2-phenyl-2H-tetrazol-5-yl)thiazol-2-yl)amino)pyridin-2-yl)amino)piperidin-1-yl)prop-2-yn-1-one O1CCN(CC1)CC1=CC(=NC(=C1)NC=1SC(=CN1)C=1N=NN(N1)C1=CC=CC=C1)N[C@@H]1CN(CCC1)C(C#C)=O